C(C)(C)N1N=C(C=C1)C1=C(C2=C(N=C(N=C2NC[C@H]2N(CCOC2)C)C=2N(C=CN2)C)S1)C |r| rac-6-(1-Isopropyl-1H-pyrazol-3-yl)-5-methyl-2-(1-methyl-1H-imidazol-2-yl)-N-((4-methylmorpholin-3-yl)methyl)thieno[2,3-d]pyrimidin-4-amine